C(CC(C)C)N1CCC2(CC1)CCN(CC2)S(=O)(=O)C=2C=NC(=CC2)C(F)(F)F 3-Isopentyl-9-((6-(trifluoromethyl)pyridin-3-yl)sulfonyl)-3,9-diazaspiro[5.5]undecane